[F-].C(CCC)N1C=[NH+]C=C1 1-butyl-3-imidazolium fluoride